CC1=C(C=CC=C1NC(=O)C1=CC(=C(C=N1)CN[C@@H](C(=O)O)CO)C)C1=C(C(=CC=C1)NC(=O)C1=CC(=C(C=N1)CN[C@@H](C(=O)O)CO)C)C (2R,2'R)-2,2'-((((((2,2'-dimethyl-[1,1'-biphenyl]-3,3'-diyl)bis(azanediyl))bis(carbonyl))bis(4-methylpyridine-6,3-diyl))bis(methylene))bis(azanediyl))bis(3-hydroxypropanoic acid)